COC1=CC=C(CN2C(=NC(=C2)C2=CC=CC=C2)C2=CC=C(C=C2)OC)C=C1 1-(4-methoxybenzyl)-2-(4-methoxyphenyl)-4-phenyl-1H-imidazole